O=C1CCNN1CCC1=CC=C(C#N)C=C1 4-(2-(5-oxopyrazolidin-1-yl)ethyl)benzonitrile